5-(4-ethynyl-5-methyl-1H-imidazol-1-yl)-2-methylpyridine C(#C)C=1N=CN(C1C)C=1C=CC(=NC1)C